C(CCCCC)C1=C(C=C(C(=C1)C1=C(C=C(C=C1)C1=CC=CC=C1)C)CCCCCC)C1=C(C=C(C=C1)NC1=CC=C(C=C1)C1=CC=C(C=C1)CCC)C 2',5'-dihexyl-2,2''-dimethyl-N-(4'-propyl-[1,1'-biphenyl]-4-yl)-[1,1':4',1'':4'',1'''-quaterphenyl]-4-amine